1-(2-(2-Chloro-4-fluorophenyl)acetyl)-6-isopropylpiperidine-3-carboxylic acid ClC1=C(C=CC(=C1)F)CC(=O)N1CC(CCC1C(C)C)C(=O)O